CN[C@@H]1COC2(C3=CC(=CC=C13)C(F)(F)F)CC2 (S)-N-methyl-7'-(trifluoromethyl)spiro[cyclopropane-1,1'-isochroman]-4'-amine